C(C)(C)(C)C1(NC(=CC2=C1N=C(N=C2)NC2CCNCC2)C(F)F)N 8-(tert-Butyl)-6-(difluoromethyl)-N2-(piperidin-4-yl)pyrido[3,4-d]pyrimidine-2,8-diamine